C(C)OC(=O)C1(CSCC1O)N1C2=NC=NC(=C2N=C1)OCC (±)-Ethyl-3-(6-ethoxy-9H-purin-9-yl)-4-hydroxytetrahydrothiophene-3-carboxylate